FC=1C=C(C=NC1)[C@@H]1CC=NN1C(=O)N1CCN(CC1)C1=NC=CC(=N1)N1N=C(C(=C1C)C#N)C (S)-1-(2-(4-(5-(5-fluoropyridin-3-yl)-4,5-dihydro-1H-pyrazole-1-carbonyl)piperazin-1-yl)pyrimidin-4-yl)-3,5-dimethyl-1H-pyrazole-4-carbonitrile